Cl/C=C/CO\N=C(/CC)\C=1C(C[C@@H](CC1O)C[C@@H](C)SCC)=O |r| (5RS)-2-{(E)-1-[(2E)-3-chloroallyloxyimino]propyl}-5-[(2RS)-2-(ethylsulfanyl)propyl]-3-hydroxycyclohex-2-en-1-one